N-Furfuryl-1,6-hexandiamin C(C1=CC=CO1)NCCCCCCN